2-methoxy-5-acetamido-N,N-diallyl-aniline COC1=C(N(CC=C)CC=C)C=C(C=C1)NC(C)=O